(S)-6-chloro-4-(4-(2-diazoacetyl)-2-methylpiperazin-1-yl)-7-(2-fluorophenyl)-1-(2-isopropyl-4-methylpyridin-3-yl)pyrido[2,3-d]pyrimidin-2(1H)-one ClC1=CC2=C(N(C(N=C2N2[C@H](CN(CC2)C(C=[N+]=[N-])=O)C)=O)C=2C(=NC=CC2C)C(C)C)N=C1C1=C(C=CC=C1)F